C(C1=CC=CC=C1)OCC1C(C(C1)=O)(C)C 3-benzyloxymethyl-2,2-dimethylcyclobutanone